C(CCCCCCCCC)N(CCCCCCCCCC)CCCCCCCCCC N,N-didecyl-decylamine